COC1=NC=CC=C1C1=NCC=N1 2-(2-methoxypyridin-3-yl)-5H-imidazole